(R)-1,3-dimethylpiperazin-2-one CN1C([C@H](NCC1)C)=O